(S)-2-((3,3-dimethyl-1-oxoisoindolin-5-yl)amino)-N'-formyl-4-((2-hydroxy-1-phenylethyl)amino)pyrimidine-5-carbohydrazide CC1(NC(C2=CC=C(C=C12)NC1=NC=C(C(=N1)N[C@H](CO)C1=CC=CC=C1)C(=O)NNC=O)=O)C